C(C=C)(=O)N1C[C@@H](N(CC1)C=1C2=C(N(C(N1)=O)C=1C(=NC=CC1SC)C(C)C)N=C(C(=C2)F)C2=C(C=CC=C2O)F)C 4-((S)-4-acryloyl-2-methylpiperazin-1-yl)-6-fluoro-7-(2-fluoro-6-hydroxyphenyl)-1-(2-isopropyl-4-(methylsulfanyl)pyridin-3-yl)pyrido[2,3-d]pyrimidin-2(1H)-one